CCCCC/C=C\C/C=C\CCCCCCCC(=O)O[C@H](COC(=O)CCCCCCC/C=C\C/C=C\C/C=C\CC)COP(=O)(O)OC[C@H](CO)O 1-(9Z,12Z,15Z-octadecatrienoyl)-2-(9Z,12Z-octadecadienoyl)-glycero-3-phospho-(1'-sn-glycerol)